C(C1=CC=CC=C1)N1N=C(N=C1)C(=O)NC1=C(C(=C(C=C1)F)Cl)F 1-benzyl-N-(3-chloro-2,4-difluorophenyl)-1H-1,2,4-triazole-3-carboxamide